ClC1=CC=C(C=C1)C(C(Cl)Cl)Cl 1-chloro-4-(1,2,2-trichloroethyl)benzene